sodium 2,2'-methylenebis-(4,6-di-tert-butylphenyl) phosphate P1(=O)(OC2=C(C=C(C=C2C(C)(C)C)C(C)(C)C)CC2=C(C(=CC(=C2)C(C)(C)C)C(C)(C)C)O1)[O-].[Na+]